(6-Amino-3',4',5',6'-tetrahydro-2'H-[3,4']bipyridinyl-1'-yl)-(4-methoxy-6'-trifluoromethyl-[3,3']bipyridinyl-6-yl)-methanone NC1=CC=C(C=N1)C1CCN(CC1)C(=O)C1=CC(=C(C=N1)C=1C=NC(=CC1)C(F)(F)F)OC